tert-butyl (R)-3-(hydroxy methyl)-4-(trifluoromethyl)indoline-1-carboxylate OC[C@H]1CN(C2=CC=CC(=C12)C(F)(F)F)C(=O)OC(C)(C)C